CC1=NNC=C1C1=CC=CC(=N1)C(=O)NC=1C(=NN(C1)C)C1=NC=CC=C1 6-(3-methyl-1H-pyrazol-4-yl)-N-(1-methyl-3-(pyridin-2-yl)-1H-pyrazol-4-yl)picolinamide